SC(C=O)CO DL-2-mercapto-3-hydroxypropanal